COC(C#CCCCCC)=O Methyl-2-octynat